2-(8-((trans)-3-hydroxy-3-methylcyclobutyl)-4-methyl-5,6,7,8-tetrahydropyrido[2,3-c]pyridazin-3-yl)-5-(trifluoromethyl)phenol OC1(CC(C1)N1CCCC2=C1N=NC(=C2C)C2=C(C=C(C=C2)C(F)(F)F)O)C